[7-[4-fluoro-3-(5-methyl-1,2,4-oxadiazol-3-yl)phenyl]pyrazolo[1,5-a]pyridin-3-yl]-(1-piperidyl)methanone FC1=C(C=C(C=C1)C1=CC=CC=2N1N=CC2C(=O)N2CCCCC2)C2=NOC(=N2)C